N1=NC=C(C=C1)N1N=CC=C1 1-(pyridazine-4-yl)-1H-pyrazole